FC=1C=CC(=C(C1)C1CCN(CC1)[C@@H]1COC2(CN(C2)C=2OC=NN2)C1)OCCOC (S)-7-(4-(5-fluoro-2-(2-methoxyethoxy)phenyl)piperidin-1-yl)-2-(1,3,4-oxadiazol-2-yl)-5-oxa-2-azaspiro[3.4]octane